tert-butyl 4-(6-aminopyridin-3-yl)-1H-pyrazole-1-carboxylate NC1=CC=C(C=N1)C=1C=NN(C1)C(=O)OC(C)(C)C